CC1(C2C(N(C(C12)=O)CC1=CC2=NC=CC(=C2S1)C1=NC(=CC(=C1NC(=O)C1CNC1)C)C)=O)C N-(2-(2-((6,6-dimethyl-2,4-dioxo-3-azabicyclo[3.1.0]hexan-3-yl)methyl)thieno[3,2-b]pyridin-7-yl)-4,6-dimethylpyridin-3-yl)azetidine-3-carboxamide